1-{[4-({[4-(trifluoromethyl)pyridin-2-yl]methyl}amino)phenyl]methyl}azetidine-3-carboxylic acid FC(C1=CC(=NC=C1)CNC1=CC=C(C=C1)CN1CC(C1)C(=O)O)(F)F